C(C)C(COC1=C2C(SC(=C2)C=2SC(=C3C2SC(=C3F)C(CCCCCCC)=O)C)=C(C3=C1SC(=C3)C)OCC(CCCC)CC)CCCC 1-(6-{4,8-bis[(2-ethylhexyl)oxy]-6-methyl-benzo[1,2-b:4,5-b']dithiophen-2-yl}-3-fluoro-4-methylthieno[3,4-b]thiophen-2-yl)-1-octanone